borazineditartaric acid N1(B(NBNB1)C(C(C(=O)O)O)(O)C(=O)O)C(C(C(=O)O)O)(O)C(=O)O